C(C=C)OC(=O)C1=CC2=C(S1)C=CC(=C2)C(F)(F)P(=O)(Cl)Cl 5-((dichlorophosphoryl)difluoromethyl)benzo[b]thiophene-2-carboxylic acid allyl ester